ethyl 3-(((tert-butoxycarbonyl)amino)methyl)-5-((cyclohexyloxy)methyl)-4,5-dihydroisoxazole-5-carboxylate C(C)(C)(C)OC(=O)NCC1=NOC(C1)(C(=O)OCC)COC1CCCCC1